ClC1=C(C=C(C=C1)C(=O)N1CCC2(CC1)CCC(CC2)CN2CCNCC2)N2C(NC(CC2)=O)=O 1-(2-Chloro-5-(9-(piperazin-1-ylmethyl)-3-azaspiro[5.5]undecane-3-carbonyl)phenyl)dihydropyrimidine-2,4(1H,3H)-dione